C([O-])(O)=O.C(C)(C)N1C=[N+](C=C1)C(C)C 1,3-diisopropyl-imidazolium bicarbonate